N1(CCC1)C=1C(=NON1)C(=O)NC1=CC=CC=C1 4-(Azetidin-1-yl)-N-phenyl-1,2,5-oxadiazole-3-carboxamide